tetraepoxyphenyl-diaminodiphenyl-methane C12(C34C(C5C(=C1O2)O5)(O3)O4)C4=C(C=CC=C4)C(C4=CC=CC=C4)(N)N